3-(3-Methyl-2-oxo-4-{4-[1-(piperidin-4-yl)azetidin-3-yl]piperazin-1-yl}-1,3-benzodiazol-1-yl)piperidine-2,6-dione trifluoroacetate FC(C(=O)O)(F)F.CN1C(N(C2=C1C(=CC=C2)N2CCN(CC2)C2CN(C2)C2CCNCC2)C2C(NC(CC2)=O)=O)=O